(S)-5-amino-4-(1-benzyl-6'-oxo-1',2',6',8'-tetrahydro-7'H-spiro[piperidine-4,3'-pyrrolo[3,4-g]indol]-7'-yl)-5-oxopentanoic acid tert-butyl ester C(C)(C)(C)OC(CC[C@@H](C(=O)N)N1C(C2=CC=C3C4(CNC3=C2C1)CCN(CC4)CC4=CC=CC=C4)=O)=O